ClC1=C(C=C(C=C1)NC(C1=CC=C(C=C1)/C=N/NC(C1=CN=CC=C1)=O)=O)C(F)(F)F (E)-N-(4-chloro-3-(trifluoromethyl)phenyl)-4-((2-nicotinoylhydrazono)methyl)benzamide